FC(C1=NC(=NO1)C1=CC=C(C=C1)N1N=CC(=C1)S(=O)(=O)Cl)(F)F (4-(5-(trifluoromethyl)-1,2,4-oxadiazol-3-yl)phenyl)-1H-pyrazole-4-sulfonyl chloride